2-(2-chloroethyl)-5-(4-methoxyphenyl)thiophenethiol ClCCC1(SC(=CC1)C1=CC=C(C=C1)OC)S